methyl (3E)-6-methoxy-6-oxohex-3-enoate COC(C/C=C/CC(=O)OC)=O